N-(7-chloro-6-(1-(4-hydroxy-3-methyltetrahydrofuran-3-yl)piperidin-4-yl)isoquinolin-3-yl)-2-(3-methyl-1,2,4-oxadiazol-5-yl)cyclopropane-1-carboxamide ClC1=C(C=C2C=C(N=CC2=C1)NC(=O)C1C(C1)C1=NC(=NO1)C)C1CCN(CC1)C1(COCC1O)C